N-(3,5-dichlorophenyl)-2-methoxy-N'-[(1R,4S)-4-(prop-2-ynylcarbamoyl)cyclopent-2-en-1-yl]propanediamide ClC=1C=C(C=C(C1)Cl)NC(C(C(=O)N[C@H]1C=C[C@H](C1)C(NCC#C)=O)OC)=O